C(C)C1=NNC(=N1)NC(C1=CC(=CC=C1)NS(=O)(=O)C1=CC=CC=C1)=O N-(3-ethyl-1H-1,2,4-triazol-5-yl)-3-(phenylsulfonamido)benzamide